cyanomethyl-cyanobenzoate (cyanomethyl 3-cyanobenzoate) C(#N)CC1=C(C(=O)O)C=CC=C1C#N.C(#N)CC=1C(=C(C(=O)O)C=CC1)C#N